FC1(C(C1)NC)F 2,2-difluoro-N-methylcyclopropane-1-amine